C(C1=CC=CC=C1)C1=C(C2=C(N(C(N(C2=O)C2=CC=CC=C2)=O)C2=CC=CC=C2)N(C1=O)C)O 6-benzyl-5-hydroxy-1,3-diphenyl-8-methylpyrido[2,3-d]pyrimidine-2,4,7(1H,3H,8H)-trione